(2s)-2-[(3s)-1-{[2-(cyclopropyloxy)-4-ethynylphenyl]methyl}piperidin-3-yl]propane-1,2-diol C1(CC1)OC1=C(C=CC(=C1)C#C)CN1C[C@H](CCC1)[C@](CO)(C)O